4-(5-(3,5-dichloro-4-fluorophenyl)-5-(trifluoromethyl)-4,5-dihydroisoxazol-3-yl)-2-methyl-N-(5-(methylthio)-1H-1,2,4-triazol-3-yl)benzamide ClC=1C=C(C=C(C1F)Cl)C1(CC(=NO1)C1=CC(=C(C(=O)NC2=NNC(=N2)SC)C=C1)C)C(F)(F)F